(5-Hydroxy-1,4-dioxo-1,4-dihydronaphthalen-2-yl)-L-isoleucine methyl ester COC([C@@H](NC=1C(C2=CC=CC(=C2C(C1)=O)O)=O)[C@@H](C)CC)=O